4-fluoro-2-(trifluorometh-yl)benzene-sulfonyl chloride FC1=CC(=C(C=C1)S(=O)(=O)Cl)C(F)(F)F